4-fluoro-2,3-dimethylphenyl methyl-sulfonate CS(=O)(=O)OC1=C(C(=C(C=C1)F)C)C